C(CC)[Bi](CCC)S[Bi](CCC)S[Bi](CCC)CCC bis(dipropylbismuthanylsulfanyl)(propyl)bismuthane